OC1=C2C3C(C(OC2=CC(=C1)C#CCCCC#N)(C)C)CC=C(C3)C 6-(1-Hydroxy-6,6,9-trimethyl-6a,7,10,10a-tetrahydrobenzo[c]chromen-3-yl)hex-5-ynenitrile